COC=1C=C(C=CC1)C(=CC(=O)[O-])C.[Na+] sodium 3-m-methoxyphenyl-2-butenoate